2-((2-ethyl-5-methylhexane-2,3-dien-1-yl)oxy)naphthalene C(C)C(COC1=CC2=CC=CC=C2C=C1)=C=CC(C)C